C1(CC1)CN1N=CC2=NN(C(C(=C21)C=2C=NC(=CC2)C2CC2)=O)C2=CC1=CN(N=C1C=C2)C 1-(cyclopropylmethyl)-7-(6-cyclopropylpyridin-3-yl)-5-(2-methyl-2H-indazol-5-yl)-1,5-dihydro-6H-pyrazolo[4,3-c]pyridazin-6-one